FC1=CC=C(CN2C(=NOC2=O)CC2=C(N=CS2)C)C=C1 4-(4-fluorobenzyl)-3-[(4-methyl-1,3-thiazol-5-yl)methyl]-1,2,4-oxadiazol-5(4H)-one